[Si](C)(C)(C(C)(C)C)OCC1(CC1)CSC=1N=C(C2=C(N1)C(=C(N=C2)Cl)F)N2CC1CCC(C2)N1C(=O)OC(C)(C)C tert-butyl 3-(2-(((1-(((tert-butyldimethylsilyl) oxy) methyl) cyclopropyl) methyl) thio)-7-chloro-8-fluoropyrido[4,3-d]pyrimidin-4-yl)-3,8-diazabicyclo[3.2.1]octane-8-carboxylate